[Sn].[In].[Cu] Copper indium tin